C(C)(C)(C)OC(NCCN1N=CC(=C1)C1=CC=C(C=C1)N[C@@H]1C[C@@H](N(C2=CC=CC=C12)C(CC)=O)C)=O tert-butyl(2-(4-(4-(((2S,4R)-2-methyl-1-propionyl-1,2,3,4-tetrahydroquinolin-4-yl)amino)phenyl)-1H-pyrazol-1-yl)ethyl)carbamate